Cyanomethyl 4-formylbenzoate (cyanomethyl 4-formylbenzoate) C(#N)CC1=C(C(=O)O)C=CC(=C1)C=O.C(=O)C1=CC=C(C(=O)OCC#N)C=C1